CP(=O)(C)C1=CC=C(C=C1)C1=CC2=NC=CC(=C2O1)C=1C=C(C=CC1)C(=O)N1CCOCC1 (3-(2-(4-(dimethylphosphoryl)phenyl)furo[3,2-b]pyridin-7-yl)phenyl)(morpholino)methanone